CN1N=CC(=C1)C1=NN=C(O1)C(=O)N1[C@H](C2=C(CC1)NC=N2)C2=NN1C(C(=CC=C1)OC(F)(F)F)=C2 (R)-(5-(1-methyl-1H-pyrazol-4-yl)-1,3,4-oxadiazol-2-yl)(4-(4-(trifluoromethoxy)pyrazolo[1,5-a]pyridin-2-yl)-6,7-dihydro-1H-imidazo[4,5-c]pyridin-5(4H)-yl)methanone